CC1=CC(=C(C(=C1)O)C(=O)OC)CC2=CC(=O)C=C(C2=O)OC The molecule is an aromatic ester that is methyl 2-hydroxy-4-methylbenzoate attached to a (6-methoxy-1,4-benzoquinon-2-yl)methyl group at position 6. Isolated from Aspergillus variecolor, it exhibits cytotoxic activity. It has a role as an antineoplastic agent and an Aspergillus metabolite. It is an aromatic ester, a member of phenols, a methyl ester and a member of 1,4-benzoquinones.